N-(Trans-3-(2-(4-(2,3-dichlorophenyl)piperazin-1-yl)ethyl)cyclobutyl)isoxazole-3-carboxamide ClC1=C(C=CC=C1Cl)N1CCN(CC1)CC[C@@H]1C[C@H](C1)NC(=O)C1=NOC=C1